O1C(=NC=C1)C1=CC=C(C=C1)C=1N=C(C2=C(N1)CC[S@]2=O)NC2CCOCC2 (R)-2-(4-(oxazol-2-yl)phenyl)-4-((tetrahydro-2H-pyran-4-yl)amino)-6,7-dihydrothieno[3,2-d]pyrimidine 5-oxide